(1S,3S)-3-(((TERT-BUTYLDIPHENYLSILYL)OXY)METHYL)CYCLOBUTYL METHANESULFONATE CS(=O)(=O)OC1CC(C1)CO[Si](C1=CC=CC=C1)(C1=CC=CC=C1)C(C)(C)C